4-formyl-5-tetrahydropyran-2-yloxy-3,3a,4,5,6,6a-hexahydro-1H-pentalen C(=O)C1C2CCCC2CC1OC1OCCCC1